COC(C)(C)OC dimethyl-Oxypropane